C(C1=CC=CC=C1)[C@H]1N(C(OC1)=O)C1=NC=CC(=C1)C |r| rac-(4R)-4-Benzyl-3-(4-methyl-2-pyridyl)oxazolidin-2-one